2,2'-bis(4-hydroxybutoxy)-1,1'-binaphthalene OCCCCOC1=C(C2=CC=CC=C2C=C1)C1=C(C=CC2=CC=CC=C12)OCCCCO